2-[4-(dimethylamino)butanoylamino]-N'-[(Z)-heptadec-9-enyl]-N-[(Z)-octadec-9-enyl]pentanediamide CN(CCCC(=O)NC(C(=O)NCCCCCCCC\C=C/CCCCCCCC)CCC(=O)NCCCCCCCC\C=C/CCCCCCC)C